CN(C(/C=C/CC[C@@H](C(=O)NC=1C(N(C=CC1)CC=1N(C2=CC=C(C=C2C1)F)C(=O)OC(C)(C)C)=O)NC(=O)OC)=O)C (S,E)-tert-butyl 2-((3-(7-(dimethylamino)-2-((methoxycarbonyl) amino)-7-oxohept-5-enamido)-2-oxopyridin-1(2H)-yl)methyl)-5-fluoro-1H-indole-1-carboxylate